COC1=NC=CC=C1C=1N=C(N2C1C=CC=C2)C2=C(C=CC(=C2)C)O 2-(1-(2-methoxypyridin-3-yl)imidazo[1,5-a]Pyridin-3-yl)-4-methylphenol